C(C=C)C1=CC(=C(C(=C1)C1=CC2=C(NC(=N2)C)C=C1)C(C)(C)O)F 2-(4-allyl-2-fluoro-6-(2-methyl-1H-benzimidazol-5-yl)phenyl)propane-2-ol